NC=1N=C(C=C2C=C(N=CC12)NC(=O)[C@H]1[C@@H]([C@@H]1C)CC#N)C=1C=NC=CC1C (1R,2R,3S)-N-[8-amino-6-(4-methylpyridin-3-yl)-2,7-naphthyridin-3-yl]-2-(cyanomethyl)-3-methylcyclopropane-1-carboxamide